C(#N)C(CCCC#N)NS(=O)(=O)C1=CC=C(C=C1)OC N-(1,4-dicyanobutyl)-4-methoxybenzenesulfonamide